2-n-heptyl-1,3-dioxolane-4-carboxylic acid C(CCCCCC)C1OCC(O1)C(=O)O